C(C)OC1=C(C=C(C=C1)C1=C(N=C(N1)N)C1=CC(=NC=C1)C)F 5-(4-Ethoxy-3-fluorophenyl)-4-(2-methylpyridin-4-yl)-1H-imidazol-2-amine